CC1=CC=CC=C1C2=C(N(N(C2=O)C(C)C)C(=O)SCC=C)N The molecule is a pyrazolone that is pyazol-3-one which is substituted at positions 2, 4, and 5 by isopropyl, o-methylphenyl, and amino groups, respectively, and in which the hydrogen attached to the nitrogen at position 1 is replaced by an S-allyl carbothioate moiety. A fungicide, it is used for the control of Botrytis in the greenhouse cultivation of tomatoes, peppers, and cucumbers. It has a role as a sterol biosynthesis inhibitor and an antifungal agrochemical. It is a pyrazolone, a thioester and a primary amino compound.